FC=1C(=C(OC2=C(C=C(C(=C2)C(F)(F)F)F)C=2NC=3C=NC(=C(C3C(C2)=O)C#N)OC)C=CC1F)OC 2-[2-(3,4-difluoro-2-methoxy-phenoxy)-5-fluoro-4-(trifluoromethyl)phenyl]-6-methoxy-4-oxo-1H-1,7-naphthyridine-5-carbonitrile